O=C1N(CCC(N1)=O)C1=C2C=CN(C2=CC=C1)C(=O)OC(C)(C)C tert-Butyl 4-(2,4-dioxotetrahydropyrimidin-1(2H)-yl)-1H-indole-1-carboxylate